C(C)(C)(C)OC(=O)N1CCC(CC1)NC1=C(C=C(C=C1)OC(C)=O)[N+](=O)[O-] 4-(4-acetoxy-2-nitro-anilino)piperidine-1-carboxylic acid tert-butyl ester